(4-((7-benzyloxy-6-methoxyquinazolin-4-yl)oxy)-3-fluorophenyl)-1-(4-fluorophenyl)-2-oxo-1,2,4,5,6,7-hexahydropyrazolo[1,5-a]pyridine-3-carboxamide C(C1=CC=CC=C1)OC1=C(C=C2C(=NC=NC2=C1)OC1=C(C=C(C=C1)C1C=2N(CCC1)N(C(C2C(=O)N)=O)C2=CC=C(C=C2)F)F)OC